FC=1C=C(C=CC1)C1=CC=C(N=N1)NC1C[C@@H]2[C@@H](CN(C2)CC2CCOCC2)C1 (3aR,5s,6aS)-N-[6-(3-fluoro-phenyl)pyridazin-3-yl]-2-(tetrahydro-pyran-4-ylmethyl)-3,3a,4,5,6,6a-hexahydro-1H-cyclopenta[c]pyrrol-5-amine